NC1=C(C=C(C=N1)NC(C(=O)N1CC(N(CC1C1=CC=C(C=C1)F)C(=O)OC(C)C)C)=O)C1CC1 isopropyl 4-(2-((6-amino-5-cyclopropylpyridin-3-yl)amino)-2-oxoacetyl)-5-(4-fluorophenyl)-2-methylpiperazine-1-carboxylate